N(C1=CC=CC=C1)C1=NC(=NC(=N1)N1CCOCC1)NC=1C=C(C(=CC1)C=CC=1C(=CC(=CC1)NC1=NC(=NC(=N1)NC1=CC=CC=C1)N1CCOCC1)S(=O)(=O)[O-])S(=O)(=O)[O-].[Na+].[Na+] disodium 4,4'-bis{[4-anilino-6-morpholino-s-triazin-2-yl]-amino}-2,2'-stilbenedisulfonate